6-[4-(difluoromethoxy)phenyl]-2-(3-fluorophenyl)-N-[(2S)-3-hydroxy-3-methylbut-2-yl]-3-oxo-2,3-dihydropyridazine-4-carboxamide FC(OC1=CC=C(C=C1)C=1C=C(C(N(N1)C1=CC(=CC=C1)F)=O)C(=O)N[C@@H](C)C(C)(C)O)F